O[C@@H]1CC2=CC[C@H]3[C@@H]4CCC([C@@]4(C)CC[C@@H]3[C@]2(CC1)C)=O 3β-hydroxy-5-androsten-17-one